5-chloro-N-(4-fluoro-3-(2-(methylthio)-[1,2,4]triazolo[4',3':1,6]pyrido[2,3-d]pyrimidin-6-yl)phenyl)-2-methoxypyridine-3-sulfonamide ClC=1C=C(C(=NC1)OC)S(=O)(=O)NC1=CC(=C(C=C1)F)C1=CC2=C(N=C(N=C2)SC)N2C1=NN=C2